O=C1NC(CCC1NC(=O)C1=CC=C(C(=O)OC(C)(C)C)C=C1)=O Tert-butyl 4-((2,6-dioxopiperidin-3-yl)carbamoyl)benzoate